N-(1-cyanocyclopropyl)-8-methyl-7-(3-(6-methylpyridin-3-yl)-7,8-dihydro-1,6-naphthyridin-6(5H)-yl)-4-oxo-4H-pyrimido[1,2-b]pyridazine-2-carboxamide C(#N)C1(CC1)NC(=O)C=1N=C2N(N=C(C(=C2)C)N2CC=3C=C(C=NC3CC2)C=2C=NC(=CC2)C)C(C1)=O